COC1=CC(=C(C=C1C(=O)N1CCN(CCC1)C(C=C)=O)SC1=CN=C(S1)NC(C1=CC(=CC=C1)CN[C@@H](C(C)(C)C)C)=O)C N-[5-[4-methoxy-2-methyl-5-(4-prop-2-enoyl-1,4-diazepane-1-carbonyl)phenyl]sulfanylthiazol-2-yl]-3-[[[(1R)-1,2,2-trimethylpropyl]amino]methyl]benzamide